O(C1=CC=C(C(=O)Cl)C=C1)C1=CC=C(C(=O)Cl)C=C1 4,4'-oxydibenzoyl dichloride